OCC=1N=C(N(C1)C)C1=CC(=C(C=N1)C#N)C 6-(4-(hydroxymethyl)-1-methyl-1H-imidazol-2-yl)-4-methylpyridine-3-carbonitrile